CC(C)(C)C1=CC2=CC=C(C=C2C=C1)C(C)(C)C 2,6-bis(1,1-dimethylethyl)-naphthalene